NC12CC(C1)(C2)NC(=O)C2OC1=CC=C(C=C1C(C2)O)Cl N-(3-aminobicyclo[1.1.1]pentan-1-yl)-6-chloro-4-hydroxychroman-2-carboxamide